1-(methylsulfonyl)-3-(4,4,5,5-tetramethyl-1,3,2-dioxaborolan-2-yl)-1H-pyrrole CS(=O)(=O)N1C=C(C=C1)B1OC(C(O1)(C)C)(C)C